C(C1=CC=CC=C1)OC=1C(=CC2=C(NC([C@H]3N(C2=O)CC2(CC2)C3)=O)C1)OC1CC1 (S)-8-(benzyloxy)-7-cyclopropyloxy-1,11a-dihydro-3H,5H-spiro[benzo[e]pyrrolo[1,2-a][1,4]diazepine-2,1'-cyclopropane]-5,11(10H)-dione